4-Cyano-1,3-dihydro-isoindole-2-carboxylic acid (2-dimethylamino-2-thiophen-3-yl-ethyl)-amide CN(C(CNC(=O)N1CC2=CC=CC(=C2C1)C#N)C1=CSC=C1)C